N1N=CC(=C1)CCNCCC N-(2-(1H-pyrazol-4-yl)ethyl)propan-1-amine